FC1=C(C=CC=C1)C1=NC=CC(=C1)NC1=NC=NC(=C1)NC1=C(C=C(C(=C1)C(C)C)N1CCC(CC1)N1CCN(CC1)C)OC N4-(2-(2-fluorophenyl)pyridin-4-yl)-N6-(5-isopropyl-2-methoxy-4-(4-(4-methylpiperazin-1-yl)piperidin-1-yl)phenyl)pyrimidine-4,6-diamine